OCC1CCCO1 5-hydroxymethyl-oxolane